ClC1=C(C(=C(C#N)C(=C1)OC1CC1)C1=CC=NN1C)F 4-chloro-6-cyclopropyloxy-3-fluoro-2-(1-methyl-1H-pyrazol-5-yl)benzonitrile